6-(6,8-dihydro-5H-imidazo[1,2-a]pyrazin-7-yl)-2-((2R)-3-(3,4-dihydro-1H-isoquinoline-2-yl)-2-hydroxy-propyl)-3,4-dihydroisoquinolin-1-one N=1C=CN2C1CN(CC2)C=2C=C1CCN(C(C1=CC2)=O)C[C@@H](CN2CC1=CC=CC=C1CC2)O